2-(2-(2-azidoethoxy)ethoxy)benzaldehyde N(=[N+]=[N-])CCOCCOC1=C(C=O)C=CC=C1